FC1(C[C@H](CN(C1)C(=O)OC(C)(C)C)N1C(CCC(C1)C)=O)F tert-butyl (3'R)-5',5'-difluoro-5-methyl-2-oxo[1,3'-bipiperidine]-1'-carboxylate